6-[[5-chloro-3-(2,2,2-trifluoroethoxy)-2-pyridyl]oxy]-7-fluoro-3-methyl-N-(3-methyl-1,1-dioxo-thietan-3-yl)imidazo[1,2-a]pyridine-2-carboxamide ClC=1C=C(C(=NC1)OC=1C(=CC=2N(C1)C(=C(N2)C(=O)NC2(CS(C2)(=O)=O)C)C)F)OCC(F)(F)F